C1(CCCCC1)CC1=CC=C(N=N1)NC(=O)C1=NN(C(CC1)=O)C N-[6-(cyclohexylmethyl)pyridazin-3-yl]-1-methyl-6-oxo-1,4,5,6-tetrahydropyridazin-3-carboxamide